N-((1-methyl-5-oxopyrrolidin-2-yl)methyl)-2-(4-(methylcarbamoyl)phenyl)benzo[d]imidazo[2,1-b]thiazole-7-carboxamide CN1C(CCC1=O)CNC(=O)C1=CC2=C(N3C(S2)=NC(=C3)C3=CC=C(C=C3)C(NC)=O)C=C1